(2-carbamoyl-3,5-dimethoxy-4-morpholin-4-ylmethyl-phenyl)-carbamic acid tert-butyl ester C(C)(C)(C)OC(NC1=C(C(=C(C(=C1)OC)CN1CCOCC1)OC)C(N)=O)=O